8-methylphthalazin-1(2H)-one CC=1C=CC=C2C=NNC(C12)=O